CC(C)C1=CC=C(C=C1)C(=O)C 4-isopropylacetophenone